C(C1=CC=CC=C1)OCCCCC([C@@H](CC(C)C)NC(OC(C)(C)C)=O)O[Si](C)(C)C(C)(C)C tert-butyl N-[(1R)-6-benzyloxy-2-[tert-butyl(dimethyl)silyl]oxy-1-isobutyl-hexyl]carbamate